5-(7-carboxyheptyl)-2-hexyl-cyclohex-3-en-1-carboxylic acid C(=O)(O)CCCCCCCC1C=CC(C(C1)C(=O)O)CCCCCC